C1C(C=CC2=CC=CC=C12)C(=O)O dihydro-2-naphthoic acid